C1(=C(C=CC=C1)C=1C=C2OC3=CC=CC(CNC4=CC=CC(S(NC(N1)=N2)(=O)=O)=C4)=C3)C 5-(o-tolyl)-2-oxa-9λ6-thia-6,8,15,23-tetrazatetracyclo[15.3.1.13,7.110,14]tricosa-1(20),3,5,7(23),10(22),11,13,17(21),18-nonaene 9,9-dioxide